C(C1=CC=CC=C1)N1C(C(=CC(=C1)C1=C(C=CC(=C1)S(=O)(=O)C)OCC1CC1)C)=O 1-benzyl-5-[2-(cyclopropylmethoxy)-5-methylsulfonylphenyl]-3-methylpyridin-2-one